1-ethyl-N-[(3-fluoro-4-methoxyphenyl)methyl]-N-methyl-2,3-dioxo-1,2,3,4-tetrahydroquinoxaline-6-carboxamide C(C)N1C(C(NC2=CC(=CC=C12)C(=O)N(C)CC1=CC(=C(C=C1)OC)F)=O)=O